FC(F)[N+]1=CC=CC=C1 difluoromethylpyridinium